C(C1=CC=CC=C1)OC(=O)N[C@@H](C(=O)OCC1=CC=CC=C1)CNC(=O)C1=CC2=NC=CC(=C2S1)CF benzyl (R)-2-(((benzyloxy)carbonyl)amino)-3-(7-(fluoromethyl)thieno[3,2-b]pyridine-2-carboxamido)propanoate